OC(=O)C(F)(F)F.COC=1C=CC=2N(C1)N=CC2C=O (6-methoxypyrazolo[1,5-a]pyridin-3-yl)methanone TFA salt